COC=1C=C(C=C2C=NN(C12)C1OCCCC1)N 7-methoxy-1-tetrahydropyran-2-yl-indazol-5-amine